5-(1,3-benzodioxol-5-yl)-3,4-dimethyl-oxazol-2-one O1COC2=C1C=CC(=C2)C2=C(N(C(O2)=O)C)C